FC1(CCN(CC1)C=1N=C(C=C2C=CC=NC12)C(=O)NN)F 8-(4,4-difluoropiperidin-1-yl)-1,7-naphthyridine-6-carboxylic acid hydrazide